dimethoxy-2,3'-diaminobiphenyl COC1=C(C(=C(C=C1)C1=CC(=CC=C1)N)N)OC